geranyl-orsellinate C(\C=C(/C)\CCC=C(C)C)OC(C=1C(O)=CC(O)=CC1C)=O